N[C@H](C)C(=O)OC(CC1=CC=C(C=C1)Cl)(C)C 1-(4-chlorophenyl)-2-methylpropan-2-yl D-alaninate